C(C)(C)OC1=C(C=CC=C1)[C@@H]1CN(CCN1)C1=CC=NC=C1 (3R)-3-(2-isopropoxyphenyl)-1-(pyridin-4-yl)piperazine